acryloxynonyltriisopropoxysilane C(C=C)(=O)OCCCCCCCCC[Si](OC(C)C)(OC(C)C)OC(C)C